(R)-N-ethyl-5-fluoro-2-((5-(2-(1-hydroxy-4-methylpentan-3-yl)-2,6-diazaspiro[3.4]octan-6-yl)-1,2,4-triazin-6-yl)oxy)-N-isopropylbenzamide C(C)N(C(C1=C(C=CC(=C1)F)OC1=C(N=CN=N1)N1CC2(CN(C2)[C@H](CCO)C(C)C)CC1)=O)C(C)C